6-(pyrimidin-5-yl)pyridin N1=CN=CC(=C1)C1=CC=CC=N1